Dimethyldisulfid CSSC